C(C1=CC=CC=C1)OC1=NC(=CC=C1N1C(N(C2=C1C=CC(=C2)N2N=C(C=C2)CC(=O)O)C)=O)OCC2=CC=CC=C2 2-[1-[1-(2,6-dibenzyloxy-3-pyridyl)-3-methyl-2-oxo-benzimidazol-5-yl]pyrazol-3-yl]acetic acid